C[N+](C)(C)CC(O)O The molecule is a quaternary ammonium ion that is the hydrate of betaine aldehyde. It is an aldehyde hydrate and a quaternary ammonium ion.